N-Benzyl-N-methyl-5-[[1-[2-oxo-2-[(2S,4S)-2-cyano-4-fluoro-pyrrolidin-1-yl]ethyl]-4-piperidyl]amino]chinolin-8-carboxamid C(C1=CC=CC=C1)N(C(=O)C=1C=CC(=C2C=CC=NC12)NC1CCN(CC1)CC(N1[C@@H](C[C@@H](C1)F)C#N)=O)C